3-(benzenesulfonyl)-5-bromo-pyridine C1(=CC=CC=C1)S(=O)(=O)C=1C=NC=C(C1)Br